ClC1=NC(=C2C(=N1)N(N=C2)[C@H]2[C@@H]([C@@H]([C@H](O2)COP(=O)(O)CP(O)(O)=O)O)O)NOC2CCCC2 (((((2R,3S,4R,5R)-5-(6-chloro-4-((cyclopentyloxy)amino)-1H-pyrazolo[3,4-d]pyrimidin-1-yl)-3,4-dihydroxytetrahydrofuran-2-yl)methoxy)(hydroxy)phosphoryl)methyl)phosphonic acid